C(C)(C)(C)/[N+](=C/C1=C(C=CC=C1)C1=NN(C(C2=CC=CC=C12)=O)C1=CC=C(C=C1)F)/[O-] (Z)-N-tert-Butyl-1-(2-(3-(4-fluorophenyl)-4-oxo-3,4-dihydrophthalazin-1-yl)phenyl)methanimine oxide